C(C)[Hg+] ethylmercury(II)